C(#N)C1=C(C(=NC2=C(C=C(C=C12)C)C(C)NC1=C(C(=O)O)C=CC=C1)N1CCOCC1)C 2-[1-(4-cyano-3,6-dimethyl-2-morpholino-8-quinolyl)ethylamino]benzoic acid